C(C)[Si](N=[N+]=[N-])(N=[N+]=[N-])N=[N+]=[N-] ethylsilicon triazide